FC1=CC=C(C=C1)C1C(=C(NC=2N1N=CC2C(=O)N2CCN(CC2)C)C)C(=O)NC=2C=C1C=NNC1=CC2 7-(4-fluorophenyl)-N-(1H-indazol-5-yl)-5-methyl-3-(4-methylpiperazine-1-carbonyl)-4,7-dihydropyrazolo[1,5-a]pyrimidine-6-carboxamide